C1(CCCCC1)NC=1NC(/C(/N1)=C/C1=NC2=CC=CN=C2C=C1)=O (4Z)-2-(Cyclohexylamino)-4-(1,5-naphthyridin-2-ylmethylene)-1H-imidazol-5-one